ClC=1N=C(C2=C(N1)NC=C2Cl)NCC 2,5-dichloro-N-ethyl-7H-pyrrolo[2,3-d]pyrimidin-4-amine